N-[3',4-dimethoxycinnamoyl]-anthranilic acid COC=1C=C(C=CC(=O)NC=2C(C(=O)O)=CC=CC2)C=CC1OC